3-(4-((2-(adamantan-1-ylamino)ethyl)thio)-1-oxoisoindolin-2-yl)piperidine-2,6-dione C12(CC3CC(CC(C1)C3)C2)NCCSC2=C3CN(C(C3=CC=C2)=O)C2C(NC(CC2)=O)=O